ClC1=C(C=C(C(=C1)S(=O)(=NC1=CC(=C(C=C1)F)Cl)CC(C)C)C)N=CN(C)CC N'-(2-chloro-4-(N-(3-chloro-4-fluorophenyl)-2-methylpropylsulfonimidoyl)-5-methylphenyl)-N-ethyl-N-methylformimidamide